1-((4-benzoylbenzoyl)glycyl)-4-fluoro-4-(methoxymethyl)pyrrolidine-2-carboxylic acid C(C1=CC=CC=C1)(=O)C1=CC=C(C(=O)NCC(=O)N2C(CC(C2)(COC)F)C(=O)O)C=C1